2-(4-bromo-1-(2,2,2-trifluoroethyl)-1H-pyrazol-3-yl)-5-fluoropyridine ethyl-1-(4-fluorophenylmethyl)-6-(oxetan-3-yl)-2-oxo-1,2-dihydro-1,8-naphthyridine-3-carboxylate C(C)OC(=O)C=1C(N(C2=NC=C(C=C2C1)C1COC1)CC1=CC=C(C=C1)F)=O.BrC=1C(=NN(C1)CC(F)(F)F)C1=NC=C(C=C1)F